1,3,5-tris(3-mercapto-2-methylpropyl)-1,3,5-triazine-2,4,6(1h,3h,5h)-trione SCC(CN1C(N(C(N(C1=O)CC(CS)C)=O)CC(CS)C)=O)C